[Pd](Cl)Cl.C1(=CC=CC=C1)P[C-]1C=CC=C1.[C-]1(C=CC=C1)PC1=CC=CC=C1.[Fe+2] bis(phenylphosphino)ferrocene palladium dichloride